2-Chloro-7-(3-phenylpropyl)-7,8-dihydro-1,6-naphthyridine-6(5H)-carboxylic acid tert-butyl ester C(C)(C)(C)OC(=O)N1CC=2C=CC(=NC2CC1CCCC1=CC=CC=C1)Cl